C1(CCCCC1)[C@@H](C(=O)NC1=CC=C(C=C1)C=1C(=NNC1C)C)NC(=O)N1CCOCC1 N-[(1S)-1-cyclohexyl-2-[4-(3,5-dimethyl-1H-pyrazol-4-yl)anilino]-2-oxo-ethyl]morpholine-4-carboxamide